3-bromo-5-(1-fluorocyclopropyl)benzoic acid BrC=1C=C(C(=O)O)C=C(C1)C1(CC1)F